C(C=C)(=O)OCCCCCCCCC[Si](O)(O)O acryloyloxynonyltrihydroxysilane